N1=CC=CC2=CC(=CC=C12)C1(CC1)C1=CN=C2N1C=C(C=N2)C(=O)O 3-(1-quinolin-6-ylcyclopropyl)imidazo[1,2-a]pyrimidine-6-carboxylic Acid